6-bromo-1,3-benzothiazole-5-carboxylic acid methyl ester COC(=O)C=1C(=CC2=C(N=CS2)C1)Br